CC1(CCN(CC1)C=1OC2=C(C=C(C=C2C(C1C)=O)C)[C@@H](C)N1C=CC(C2=CC=CC=C12)=O)C (R)-1-(1-(2-(4,4-dimethylpiperidin-1-yl)-3,6-dimethyl-4-oxo-4H-chromen-8-yl)ethyl)quinolin-4(1H)-one